3-(N-(2-(Dimethylamino)ethyl)-N-isopropylsulfamoyl)-1-(1,2,3,5,6,7-hexahydro-s-indacen-4-yl)urea, potassium salt [K].CN(CCN(S(=O)(=O)NC(NC1=C2CCCC2=CC=2CCCC12)=O)C(C)C)C